5-(7-chloro-8-(2-fluorophenyl)-6-(2,6-diazaspiro[3.4]octan-6-yl)-1,5-naphthyridin-3-yl)-4-methylthiazole ClC1=C(N=C2C=C(C=NC2=C1C1=C(C=CC=C1)F)C1=C(N=CS1)C)N1CC2(CNC2)CC1